N-(4-cyanophenyl)-2-(1H-imidazol-1-yl)-5H-pyrrolo[3,2-d]pyrimidine-4-carboxamide C(#N)C1=CC=C(C=C1)NC(=O)C=1C2=C(N=C(N1)N1C=NC=C1)C=CN2